C(#N)C=1C(=NC=C(C1)C(F)(F)F)N1CCN(CC1)C(=O)OC(C)(C)C tert-Butyl 4-(3-cyano-5-(trifluoromethyl)pyridin-2-yl)piperazine-1-carboxylate